BrC1=NC(=NN1C1=CC=C(C=C1)C)C(=O)OCC Ethyl 5-bromo-1-(p-methylphenyl)-1,2,4-triazole-3-carboxylate